FC1(CC(C1)N1CNCC1)F 1-(3,3-difluorocyclobutyl)imidazolidin